(-)-camphorquinone C[C@@]12CC[C@@H](C1(C)C)C(=O)C2=O